C(C)(C)(C)S(=O)N[C@H](C[C@@H](C)NC(OC(C)(C)C)=O)C#CC |&1:7| tert-butyl {(2R,4RS)-4-[(tert-butylsulfinyl)amino]hept-5-yn-2-yl}carbamate